NC1=C2CCN(C2=CC(=C1)C#N)S(=O)(=O)C1=C2C(=CNC(C2=CC=C1)=O)C 4-amino-1-((4-methyl-1-oxo-1,2-dihydroisoquinolin-5-yl)sulfonyl)indoline-6-carbonitrile